Dimethylmethoxy chromanyl palmitate CCCCCCCCCCCCCCCC(=O)C1=C(C=C2C(=C1)CCC(O2)(C)C)OC